N[C@H](C(=O)NC[C@@H](C)NC(C1=C(C=C(C=C1)NC=1C=2N(C=CN1)C(=CN2)C2=C(C(=C(C=C2)OC)F)F)CC)=O)CCCCN N-[(1R)-2-[[(2S)-2,6-diaminohexanoyl]amino]-1-methyl-ethyl]-4-[[3-(2,3-difluoro-4-methoxyphenyl)imidazo[1,2-a]pyrazin-8-yl]amino]-2-ethyl-benzamide